3-[2-isopropyl-4-(1H-pyrrolo[2,3-b]pyridin-4-yloxy)phenyl]-1-[5-(trifluoromethyl)-3-pyridinyl]-2,4-imidazolidinedione C(C)(C)C1=C(C=CC(=C1)OC1=C2C(=NC=C1)NC=C2)N2C(N(CC2=O)C=2C=NC=C(C2)C(F)(F)F)=O